C(=O)(O)C1=CC=C(C=C1)C1=CC=C(C=N1)C1=C(C=CC(=C1)C(=O)O)C1=CC=C(C=C1)C1=CC=CC=C1 6-(4-carboxyphenyl)pyridine-3-yl-[1,1':4',1''-terphenyl]-4-carboxylic acid